(3-{N-[(4-methoxyphenyl)methoxy]ethanimidoyl}phenoxy)acetic acid COC1=CC=C(C=C1)CON=C(C)C=1C=C(OCC(=O)O)C=CC1